N1=C2N(CC=C1)C=CN=C2 pyrazino[1,2-a]pyrimidin